C(C)OC1=C(SC=C1)\C=C/C(=O)[O-] (Z)-3-(3-ethoxythiophen-2-yl)acrylate